ClC=1C(=NC=C(C1)NC(=O)C=1C=NN(C1C(F)(F)F)C1=C2C=CC=NC2=CC=C1)N1N=CC(=N1)C(=O)N 2-(3-Chloro-5-(1-(chinolin-5-yl)-5-(trifluoromethyl)-1H-pyrazol-4-carboxamido)pyridin-2-yl)-2H-1,2,3-triazol-4-carboxamid